N[C@H]1CN(CCC1)C1=C2C(=NC=C1)N(C(=N2)C2=CC(=C(C#N)C=C2)F)C2=CC=C(C=C2)N2CCCCC2 (R)-4-(7-(3-aminopiperidine-1-yl)-3-(4-(piperidine-1-yl)phenyl)-3H-imidazo[4,5-b]pyridine-2-yl)-2-fluorobenzonitrile